FC(S(=O)(=O)OC=1C2=C(N=C(N1)SC)CC1(OC2)CC2=CC=CC=C2C1)(F)F 2'-(methylthio)-1,3,5',8'-tetrahydrospiro[indene-2,7'-pyrano[4,3-d]pyrimidin]-4'-yl trifluoromethanesulfonate